oxalic acid bis[2,4,5-trichloro-6-(pentyloxycarbonyl)phenyl]ester ClC1=C(C(=C(C(=C1)Cl)Cl)C(=O)OCCCCC)OC(C(=O)OC1=C(C=C(C(=C1C(=O)OCCCCC)Cl)Cl)Cl)=O